4-(1-Benzylpiperidin-4-ylidene)-2-(4-(4-(dimethylamino)piperidine-1-carbonyl)phenyl)-5-phenyl-2,4-dihydro-3H-pyrazol-3-one C(C1=CC=CC=C1)N1CCC(CC1)=C1C(N(N=C1C1=CC=CC=C1)C1=CC=C(C=C1)C(=O)N1CCC(CC1)N(C)C)=O